N-(2-(7H-pyrrolo[2,3-d]pyrimidin-4-yl)-2-azaspiro[4.5]dec-8-yl)acetamide N1=CN=C(C2=C1NC=C2)N2CC1(CC2)CCC(CC1)NC(C)=O